CSC1=NC2=CC=CC=C2S1 The molecule is an organic sulfide that is the methyl thioether of 1,3-benzothiazole-2-thiol. It has a role as an aryl hydrocarbon receptor agonist and a xenobiotic metabolite. It is a member of benzothiazoles and a methyl sulfide. It derives from a hydride of a benzothiazole.